6,6,6-trifluorohexanoate FC(CCCCC(=O)[O-])(F)F